NC=1C=C(C=C2C=C(N=CC12)NC(=O)[C@H]1[C@H](C1)F)C=1C=NC=CC1OC |r| (±)-cis-N-[8-amino-6-(4-methoxy-3-pyridyl)-3-isoquinolyl]-2-fluoro-cyclopropanecarboxamide